(R)-1,1-difluoropropan FC(CC)F